BrC1=CC(=NC=C1)\C=N\[S@](=O)C(C)(C)C (R,E)-N-((4-bromopyridin-2-yl)methylene)-2-methylpropane-2-sulfinamide